N-methyl-2-(3-nitro-1H-pyrazol-1-yl)acetamide CNC(CN1N=C(C=C1)[N+](=O)[O-])=O